OC([C@H](C[C@H]1C(N[C@@H](C1)C)=O)NC(OCC1=CC=CC=C1)=O)C(=O)NC benzyl ((2S)-3-hydroxy-1-((3S,5R)-5-methyl-2-oxopyrrolidin-3-yl)-4-(methylamino)-4-oxobutan-2-yl)carbamate